Di-iodine II